lauroyl-threonine sodium [Na].C(CCCCCCCCCCC)(=O)N[C@@H]([C@H](O)C)C(=O)O